COC1=NN(C=C1[N+](=O)[O-])CCOCCOCCOCCOCCO 2-[2-[2-[2-[2-(3-methoxy-4-nitro-pyrazol-1-yl)ethoxy]ethoxy]ethoxy]ethoxy]ethanol